hop-21-ene CC(=C1CC[C@]2([C@H]1CC[C@@]3([C@@H]2CC[C@H]4[C@]3(CC[C@@H]5[C@@]4(CCCC5(C)C)C)C)C)C)C